N1(C=NC2=C1C=CC=C2)C2=CC=C(C=N2)CNC(=O)[C@H]2N(C[C@@H](C2)O)C([C@H](C(C)(C)C)N2N=NC(=C2)C2CC2)=O (2S,4R)-N-[[6-(benzimidazol-1-yl)-3-pyridyl]methyl]-1-[(2S)-2-(4-cyclopropyltriazol-1-yl)-3,3-dimethyl-butanoyl]-4-hydroxy-pyrrolidine-2-carboxamide